C(C)(C)(C)OC(=O)N1C[C@H](CC1)CC(=O)OC (3R)-3-(2-methoxy-2-oxoethyl)pyrrolidine-1-carboxylic acid tert-butyl ester